BrCCN1N=CN(C1=O)C1=CC=CC=C1 (2-bromoethyl)-4-phenyl-2,4-dihydro-[1,2,4]triazol-3-one